4-(2-(1-Carboxy-1-phenylethyl)phenyl)butanoic acid C(=O)(O)C(C)(C1=CC=CC=C1)C1=C(C=CC=C1)CCCC(=O)O